4,13,22,27,42-pentaoxo-6,9,15,18,43-pentaoxa-3,12,21,26-tetraazapentatetracontan-1-aminium chloride [Cl-].O=C(NCC[NH3+])COCCOCCNC(COCCOCCNC(CCCNC(CCCCCCCCCCCCCCC(OCC)=O)=O)=O)=O